ON1C(C(CC1=O)S(=O)(=O)[O-])=O.[Na+] sodium 1-hydroxy-2,5-dioxopyrrolidine-3-sulfonate